1-(trifluoromethyl)vinylboronic acid FC(C(=C)B(O)O)(F)F